N-(3-cyano-4-methyl-phenyl)-1,2-dimethyl-5-[7-[(3R)-3-methyl-3,4-dihydro-1H-isoquinoline-2-carbonyl]-1,2,3,4-tetrahydroisoquinolin-6-yl]-N-phenyl-pyrrole-3-carboxamide C(#N)C=1C=C(C=CC1C)N(C(=O)C1=C(N(C(=C1)C=1C=C2CCNCC2=CC1C(=O)N1CC2=CC=CC=C2C[C@H]1C)C)C)C1=CC=CC=C1